(S)-3-(2-(4-amino-6-(trifluoromethyl)-9H-pyrimido[4,5-b]indol-9-yl)acetyl)-N-(6-bromopyridin-2-yl)thiazolidine-2-carboxamide NC1=NC=NC=2N(C3=CC=C(C=C3C21)C(F)(F)F)CC(=O)N2[C@@H](SCC2)C(=O)NC2=NC(=CC=C2)Br